5-(8-chloro-1,2,3,4-tetrahydronaphthalen-2-yl)-2-cyclohexyl-4,5,6,7-tetrahydro-3H-imidazo[4,5-c]pyridine ClC=1C=CC=C2CCC(CC12)N1CC2=C(CC1)N=C(N2)C2CCCCC2